trioctylamine hexanoate C(CCCCC)(=O)O.C(CCCCCCC)N(CCCCCCCC)CCCCCCCC